N=1C=NN2C1C=CC(=C2)C2=CNC=1N=C(N=C(C12)OC)NC1CCC(CC1)NC(C)=O N-((1r,4r)-4-((5-([1,2,4]triazolo[1,5-a]pyridin-6-yl)-4-methoxy-7H-pyrrolo[2,3-d]pyrimidin-2-yl)amino)cyclohexyl)acetamide